ClC1=CC(=NC(=C1)OCC1=C(C=C(C=C1)C#N)F)N1CCN(CC1)[C@@H](C)C1=NC2=C(N1C[C@H]1OCC1)C=C(C=C2)C(=O)[O-] 2-((S)-1-(4-(4-chloro-6-((4-cyano-2-fluorobenzyl)oxy)pyridin-2-yl)piperazine-1-yl)ethyl)-1-(((S)-oxetan-2-yl)methyl)-1H-benzo[d]imidazole-6-carboxylate